Methyl 4-bromothiazole-5-carboxylate BrC=1N=CSC1C(=O)OC